2-[(1E,3E)-4-(6-Fluoro-3-pyridyl)buta-1,3-dienyl]-6-methoxy-1,3-benzothiazole FC1=CC=C(C=N1)/C=C/C=C/C=1SC2=C(N1)C=CC(=C2)OC